2-((4-sulfamoylphenyl)sulfonamido)-4-(trifluoromethyl)-N-(3-(trifluoromethyl)bicyclo[1.1.1]pentan-1-yl)benzamide S(N)(=O)(=O)C1=CC=C(C=C1)S(=O)(=O)NC1=C(C(=O)NC23CC(C2)(C3)C(F)(F)F)C=CC(=C1)C(F)(F)F